[Cl-].COC1=NC(=NC(=N1)OC)[N+]1(CCOCC1)C 4-(4,6-Dimethoxy-1,3,5-triazin-2-yl)4-methylmorpholinium chlorid